ClC=1C=C(C=NC1N1N=CC=N1)NC(=O)C=1C=NN(C1C(F)(F)F)C1=C2C=CC(=NC2=CC=C1)F N-(5-chloro-6-(2H-1,2,3-triazol-2-yl)pyridin-3-yl)-1-(2-fluoroquinolin-5-yl)-5-(trifluoromethyl)-1H-pyrazole-4-carboxamide